ClC1=C(C=CC(=C1)[N+](=O)[O-])S(=O)(=O)N1CCN(CC1)C(=O)OC(C)(C)C tert-Butyl 4-(2-chloro-4-nitro-phenyl)sulfonylpiperazine-1-carboxylate